C(C)[C@@H](C(=O)O)C(C)O ethyl-(R)-3-hydroxybutyric acid